C1=NC=CC=2CC=CC3(C12)N=C1N(C=CC=C1)C3 5'h-spiro[imidazo[1,2-a]pyridine-2,8'-isoquinoline]